N-(6-fluoro-5-(4-oxo-3-propyl-3,4-dihydro-quinazolin-6-yl)pyridin-2-yl)pentanamide Lithium 1-(1-(tert-butoxycarbonyl)piperidin-3-yl)-1H-pyrazole-5-carboxylate C(C)(C)(C)OC(=O)N1CC(CCC1)N1N=CC=C1C(=O)[O-].[Li+].FC1=C(C=CC(=N1)NC(CCCC)=O)C=1C=C2C(N(C=NC2=CC1)CCC)=O